OCCN(CCCNC(C(CCSCCC(=O)OCCCCCCCCCCCCCCCCCC)NC(C(CCCCCCCC)CCCCCC)=O)=O)CCO octadecyl 3-((4-((3-(bis(2-hydroxyethyl)amino)propyl)amino)-3-(2-hexyldecanamido)-4-oxobutyl)thio)propanoate